C(C)[C@@H]1N(C[C@H](NC1)CC)C(=O)OC(C)(C)C (2S,5R)-tert-butyl 2,5-diethylpiperazine-1-carboxylate